ClC1=C(C=CC(=C1)F)C(=O)N1CC2CCC(C1)N2C2=C(C=CC(=C2)S(=O)(=O)C2CCN(CC2)CCC2=CC=CC=C2)OCOC (2-chloro-4-fluoro-phenyl)-[8-[2-(methoxymethoxy)-5-[[1-(2-phenylethyl)-4-piperidyl]sulfonyl]phenyl]-3,8-diazabicyclo[3.2.1]octan-3-yl]methanone